ClC1=C(N=C(NC1=O)C=1C(=NNC1)C)C1CCOCC1 5-chloro-2-(3-methyl-1H-pyrazol-4-yl)-4-tetrahydropyran-4-yl-1H-pyrimidin-6-one